CN(CCNC=1C(=CC(=CC1)[N+](=O)[O-])N)C N1-(2-(dimethylamino)ethyl)-4-nitrobenzene-1,2-diamine